BrC1=CC(=C(CN2CC(=CC3=CC=C(N=C23)OC)[N+](=O)[O-])C(=C1)F)F N-(4-bromo-2,6-difluorobenzyl)-7-methoxy-3-nitro-1,8-naphthyridine